(3S)-3-amino-5-methyl-hexanoic acid N[C@H](CC(=O)O)CC(C)C